N1N=CC=2C1C(N=CC2)=O 1H-PYRAZOLO[3,4-C]PYRIDIN-7(7AH)-ONE